(2R)-1-[(3S)-3-amino-1-piperidyl]-2-[[4-(2,6-dimethylphenyl)-7-quinolyl]oxy]propan-1-one N[C@@H]1CN(CCC1)C([C@@H](C)OC1=CC=C2C(=CC=NC2=C1)C1=C(C=CC=C1C)C)=O